C(C)(=O)NC1=CC=C(C=C1)S(=O)[O-] 4-(acetylamino)benzenesulfinate